C[Si](N([Si](C)(C)C)CCC[Si](OCC)(OCC)C)(C)C N,N-bis(trimethylsilyl)aminopropyl-methyl-diethoxysilane